4-[4-(3-amino-1,1,1-trifluoropropan-2-yl)phenyl]-3-(2-methyl-6-morpholin-4-ylpyrimidin-4-yl)oxybenzonitrile NCC(C(F)(F)F)C1=CC=C(C=C1)C1=C(C=C(C#N)C=C1)OC1=NC(=NC(=C1)N1CCOCC1)C